C(C)S(=O)(=O)C=1C(=NC(=CC1)N1N=CN=C1)C=1OC2=C(N1)C=C(C=C2)S(C(F)(F)F)(=O)=N [2-[3-ethylsulfonyl-6-(1,2,4-triazol-1-yl)-2-pyridyl]-1,3-benzoxazol-5-yl]-imino-oxo-(trifluoromethyl)-λ6-sulfane